4-methyl-1-(4-(1-methyl-2-(4-(methylsulfonyl)phenyl)-1H-pyrrolo[3,2-b]pyridin-6-yl)benzyl)piperidin-4-ol CC1(CCN(CC1)CC1=CC=C(C=C1)C=1C=C2C(=NC1)C=C(N2C)C2=CC=C(C=C2)S(=O)(=O)C)O